FC1CCC(CC1)C(C(=O)NC1=C(C=CC(=C1)[C@@H](COC)N1C(N[C@@H](C1)C(F)(F)F)=O)O)NC(OCC1=CC=CC=C1)=O benzyl (1-(4-fluorocyclohexyl)-2-((2-hydroxy-5-((S)-2-methoxy-1-((S)-2-oxo-4-(trifluoromethyl)imidazolidin-1-yl)ethyl)phenyl)amino)-2-oxoethyl)carbamate